phenyltri(trimethylsiloxy)silane C1(=CC=CC=C1)[Si](O[Si](C)(C)C)(O[Si](C)(C)C)O[Si](C)(C)C